ClC=1C(=NC=CC1)C1=CC(=CN1)S(=O)(=O)NC1=NC(=C(C(=N1)OC)OCC(F)F)OC 5-(3-chloro-2-pyridyl)-N-[5-(2,2-difluoroethoxy)-4,6-dimethoxy-pyrimidin-2-yl]-1H-pyrrole-3-sulfonamide